C(C)(C)(C)OC(=O)N1CC(CC1)S(=O)(=O)C=1N=C(NC1)C(C1=CC(=C(C=C1)F)Cl)C1=CC(=C(C=C1)F)Cl tert-butyl-3-({2-[bis(3-chloro-4-fluorophenyl)methyl]-1H-imidazol-4-yl}sulfonyl)pyrrolidine-1-carboxylate